C(CCCCCC)C(=O)OCCC1=CC=2C(=NN(N2)C=2C(=CC3=C(OCO3)C2)O)C=C1 6-(5-heptylcarbonyloxyethyl-2H-benzotriazol-2-yl)benzo[1,3]dioxol-5-ol